Cl(=O)(=O)(=O)[O-].C(CCC)[N+](CCCC)(CCCC)CCCC Tetrabutyl-ammonium perchlorate